S1C2=C(C=C1C=O)C=CC=C2 benzo(b)thiophene-2-carbaldehyde